2-{[5-(4-chlorobenzamido)-2-[(4-chlorophenyl)methyl]-3-oxo-1,2,4-thiadiazolidin-4-yl]methoxy}-2-oxoethan ClC1=CC=C(C(=O)NC2N(C(N(S2)CC2=CC=C(C=C2)Cl)=O)COC(C)=O)C=C1